3-picolylamine-15N N1=CC(=CC=C1)C[15NH2]